[O-2].[Cr+3].[Ti+4] Titanium-Chromium-Oxide